(R)-N-(1-(3,4-dichlorophenyl)-2-(dimethylamino)ethyl)-N'-methyl-4-(trifluoromethoxy)benzenesulfonimidamide ClC=1C=C(C=CC1Cl)C(CN(C)C)N[S@](=O)(=NC)C1=CC=C(C=C1)OC(F)(F)F